C[C@@H]1N(C[C@H](N(C1)C(=O)OCC1=CC=CC=C1)COS(=O)(=O)C)C(=O)OC(C)(C)C 1-benzyl 4-(tert-butyl) (2S,5S)-5-methyl-2-(((methylsulfonyl)oxy)methyl)-piperazine-1,4-dicarboxylate